C(CCCC)(=O)N[C@@H](CCCNC(N)=N)C(=O)O Nα-valeroyl-L-arginine